5-amino-N-(2-(1-(4-((6-amino-2-butoxy-8-oxo-7,8-dihydro-9H-purin-9-yl)methyl)benzyl)piperidin-4-yl)ethyl)pyrazine-2-carboxamide NC=1N=CC(=NC1)C(=O)NCCC1CCN(CC1)CC1=CC=C(C=C1)CN1C2=NC(=NC(=C2NC1=O)N)OCCCC